FC=1C=C2C(=NC1N[C@H]1CN(CC1)C)N=C(N2C)C2=C(C=C(C=C2C)C(F)(F)F)O 2-[6-Fluoro-1-methyl-5-[[(3R)-1-methylpyrrolidin-3-yl]amino]imidazo[4,5-b]pyridin-2-yl]-3-methyl-5-(trifluoromethyl)phenol